(1R,2S,5S)-5-(((S)-1-([1,2,4]Triazolo[1,5-a]pyridin-8-yl)ethyl)amino)-2-(((7-fluoroquinolin-6-yl)methyl)amino)cyclohexan-1-ol N=1C=NN2C1C(=CC=C2)[C@H](C)N[C@H]2CC[C@@H]([C@@H](C2)O)NCC=2C=C1C=CC=NC1=CC2F